FC(OC1=C(C(=C(C=C1)C1=CN=C(N1C)C(=O)NC1=CC(=C(C=C1)C(=O)N1CCN(CC1)C(=O)C1CC[N+](CC1)(CC1CCNCC1)C)CC)F)F)F 5-[4-(difluoro-methoxy)-2,3-difluoro-phenyl]-N-[3-ethyl-4-[4-[1-methyl-1-(4-piperidylmethyl)-piperidin-1-ium-4-carbonyl]-piperazine-1-carbonyl]phenyl]-1-methyl-imidazole-2-carboxamide